4-chloro-2-(((3S,4R,5R,6R)-4,5-dihydroxy-6-(hydroxymethyl)tetrahydro-2H-pyran-3-yl)amino)thiazole-5-carbonitrile ClC=1N=C(SC1C#N)N[C@H]1CO[C@@H]([C@@H]([C@@H]1O)O)CO